2-fluoro-4-methoxybenzenesulfonamide FC1=C(C=CC(=C1)OC)S(=O)(=O)N